C(C)(C)(C)OC(=O)N1CCC(CC1)CCOC1=CC(=C(C=C1)C(O)C1=CC(=C(C=C1)OC)OC)C 4-(2-(4-((3,4-dimethoxyphenyl)(hydroxy)methyl)-3-methylphenoxy)ethyl)piperidine-1-carboxylic acid tert-butyl ester